[Cl-].C(CCCCCCCCCCC)[N+](CCO)(CCO)C1=CC=CC=C1 N-dodecyl-N,N-bis(2-hydroxyethyl)phenylammonium chloride